N-(5-(3-chlorocinnolin-6-yl)thiazol-2-yl)-2-morpholinopropanamide ClC=1N=NC2=CC=C(C=C2C1)C1=CN=C(S1)NC(C(C)N1CCOCC1)=O